BrCCC#C 4-bromobut-1-yne